5-[2-(benzylsulfonyl)-7-{[(3R)-3-methyl-3,4-dihydroisoquinolin-2(1H)-yl]carbonyl}-1,2,3,4-tetrahydroisoquinolin-6-yl]-N-(4-hydroxyphenyl)-N,1,2-trimethyl-1H-pyrrole-3-carboxamide C(C1=CC=CC=C1)S(=O)(=O)N1CC2=CC(=C(C=C2CC1)C1=CC(=C(N1C)C)C(=O)N(C)C1=CC=C(C=C1)O)C(=O)N1CC2=CC=CC=C2C[C@H]1C